NCC(OC1=NC(=NC(=C1)C1=C(C=CC=C1C)C)NS(=O)(=O)C=1C=C(C(=O)O)C=CC1)C1=CC(=CC=C1)Cl 3-[[4-[2-amino-1-(3-chlorophenyl)ethoxy]-6-(2,6-dimethylphenyl)pyrimidin-2-yl]sulfamoyl]benzoic acid